ClC1=C(C=CC(=C1)[N+](=O)[O-])S(=O)(=O)N1CCN(CC1)C=1SC=C(N1)C(F)(F)F 2-(4-((2-chloro-4-nitrophenyl)sulfonyl)piperazin-1-yl)-4-(trifluoromethyl)thiazole